C1(=CC=CC=C1)C([C@H]1NCCC1)(O[Si](C)(C)C)C1=CC=CC=C1 (2S)-2-[diphenyl-[(trimethylsilyl)oxy]methyl]-pyrrolidine